C(#N)C1=C(N=C2N1CCNC2)C=2C=C(C=CC2OC2=CC=C(C=C2)C(F)(F)F)S(=O)(=O)NC 3-(3-cyano-5,6,7,8-tetrahydroimidazo[1,2-a]pyrazin-2-yl)-N-methyl-4-[4-(trifluoromethyl)phenoxy]benzene-1-sulfonamide